((methylsulfonyl)oxy)acetate CS(=O)(=O)OCC(=O)[O-]